Propionamide sodium salt [Na+].C(CC)(=O)[NH-]